methyl 3-(3-cyclopropylphenoxy)-5-(2-methylallyloxy)pyridine-4-carboxylate C1(CC1)C=1C=C(OC=2C=NC=C(C2C(=O)OC)OCC(=C)C)C=CC1